Br.Br.C(N)(=N)SCC1=C(C=C(C=C1)C(F)(F)F)CSC(N)=N (4-(trifluoromethyl)-1,2-phenylene)bis(methylene) dicarbamimidothioate dihydrobromide